C(C)(C)(C)OC(=O)N1CCC(CC1)NC1=C(C=C(C=C1)S(=O)(=O)C1CC1)C=1C=C([N+](=C(C1)C)[O-])C 4-(2-((1-(tert-butoxycarbonyl)piperidin-4-yl)amino)-5-(cyclopropylsulfonyl)phenyl)-2,6-lutidine 1-oxide